ClC1=NC(=NC(=N1)C1=CC=CC2=C1SC1=C2C=CC=C1)C1=C(C(=C(C(=C1[2H])[2H])[2H])[2H])[2H] 2-chloro-4-(dibenzothiophen-4-yl)-6-(phenyl-d5)-1,3,5-triazine